FC1=CC=C(OC2=C(C=C(C=C2)S(=O)(=O)C)C=2C3=C(C(N(C2)C)=O)NC=C3)C=C1 4-[2-(4-fluorophenoxy)-5-(methylsulfonyl)phenyl]-6-methyl-1,6-dihydro-7H-pyrrolo[2,3-c]pyridin-7-one